cis-dichloro(1,2-diaminocyclohexane) platinum (II) [Pt+2].Cl[C@@]1([C@](CCCC1)(N)Cl)N